FC1([C@@H]([C@H](CCC1)OC1CCN(CC1)C(C)C)NC(=O)N1CCC(CC1)(C)C1=NOC(=N1)[C@H]1[C@H](C1)F)F N-[(1R,6S)-2,2-difluoro-6-{[1-(propan-2-yl)piperidin-4-yl]oxy}cyclohexyl]-4-{5-[(1S,2S)-2-fluorocyclopropyl]-1,2,4-oxadiazol-3-yl}-4-methylpiperidine-1-carboxamide